FCCC 3-Fluoropropane